C(#N)CN1N=C(C(=C1)C1=CN=C(N1C)C(=O)NC1=CC(=C(C=C1)C(=O)N1CCN(CC1)C(=O)N1C2CNC(C1)C2)CC)C(F)(F)F 5-[1-(cyanomethyl)-3-(trifluoromethyl)pyrazol-4-yl]-N-[4-[4-(2,5-diazabicyclo[2.2.1]heptane-2-carbonyl)piperazine-1-carbonyl]-3-ethylphenyl]-1-methylimidazole-2-carboxamide